C(C)OC1=NC2=C(N1CCCNC(C)=O)C=C(C=C2)OC N-[3-(2-Ethoxy-6-methoxybenzoimidazol-1-yl)propyl]acetamide